(2s,3s,4s,5R)-2,3,4,5-tetrahydroxyadipic acid O[C@H](C(=O)O)[C@H]([C@@H]([C@H](C(=O)O)O)O)O